1-Butyl-3,7-dihydro-purine-2,6-dione C(CCC)N1C(NC=2N=CNC2C1=O)=O